1-(7-cyclopentylpyrazolo[1,5-a]pyrimidin-6-yl)-3-[6-[5-[6-[4-[2-(2,6-dioxo-3-piperidyl)-1-oxo-isoindolin-5-yl]piperazin-1-yl]hexyl]-1,2,4-oxadiazol-3-yl]-5-fluoro-3-pyridyl]urea C1(CCCC1)C1=C(C=NC=2N1N=CC2)NC(=O)NC=2C=NC(=C(C2)F)C2=NOC(=N2)CCCCCCN2CCN(CC2)C=2C=C1CN(C(C1=CC2)=O)C2C(NC(CC2)=O)=O